isopentenyl-4-methoxycinnamate C(CC(=C)C)OC(C=CC1=CC=C(C=C1)OC)=O